2,4-Dioxoquinazoline O=C1NC2=CC=CC=C2C(N1)=O